trans-3-(4-bromo-1H-pyrazol-1-yl)-4-hydroxypiperidine-1-carboxylic acid tert-butyl ester C(C)(C)(C)OC(=O)N1C[C@H]([C@@H](CC1)O)N1N=CC(=C1)Br